3-fluoro-4-(2-formyl-6,9-dioxo-5-(4-(trifluoromethyl)benzyl)-2,5,8-triazaspiro[3.5]nonan-8-yl)benzonitrile FC=1C=C(C#N)C=CC1N1CC(N(C2(CN(C2)C=O)C1=O)CC1=CC=C(C=C1)C(F)(F)F)=O